Cl.FC1=CC=C(C=C1)C=1OC(=C(N1)N1C(C2=C(C=C1)N=CN2CC2=CC=C(C=C2)OC)=O)C2=CC=CC=C2 5-(2-(4-fluorophenyl)-5-phenyloxazol-4-yl)-3-(4-methoxybenzyl)-3H-imidazo[4,5-c]pyridin-4(5H)-one hydrochloride